tert-butyl (R)-3-((cyclopropylmethyl)amino)pyrrolidine-1-carboxylate C1(CC1)CN[C@H]1CN(CC1)C(=O)OC(C)(C)C